BrCC(=O)N(C)C1=C(C=CC(=C1)C)OC 2-bromo-N-(2-methoxy-5-methylphenyl)-N-methylacetamide